[6-[3-(1-hydroxycyclopropyl)-1H-1,2,4-triazol-5-yl]-2-azaspiro[3.3]heptan-2-yl]-[6-[[1-methyl-5-(trifluoromethyl)pyrazol-3-yl]methyl]-2-azaspiro[3.3]heptan-2-yl]methanone OC1(CC1)C1=NNC(=N1)C1CC2(CN(C2)C(=O)N2CC3(C2)CC(C3)CC3=NN(C(=C3)C(F)(F)F)C)C1